C(C)(C)C1C(CCC1)=O 2-isopropylcyclopentanone